[O-]P([O-])(=O)OP(=O)([O-])[O-].[Ca+2].[Ca+2] dicalcium pyrophosphate